CC=1C=CC(=NC1)O[C@@H]1CN(CC1)C=1C=CC(=NC1C=O)C1=NC=CC=C1 (S)-5-(3-(5-methylpyridin-2-yloxy)pyrrolidin-1-yl)-2,2'-bipyridine-6-carbaldehyde